C(C1=CC=CC=C1)OC=1C(=NC=NC1C)C(=O)N1CCN(CC1)C1=C(N(C=2N(C1=O)N=C(N2)Br)CC(=O)NC2=CC=C(C=C2)SC(F)(F)F)CC 2-(6-(4-(5-(benzyloxy)-6-methylpyrimidine-4-carbonyl)piperazin-1-yl)-2-bromo-5-ethyl-7-oxo-[1,2,4]triazolo[1,5-a]pyrimidin-4(7H)-yl)-N-(4-((trifluoromethyl)thio)phenyl)acetamide